tert-butyl (2R,4R)-2-(5-fluoro-2-hydroxyphenyl)-4-hydroxypyrrolidine-1-carboxylate FC=1C=CC(=C(C1)[C@@H]1N(C[C@@H](C1)O)C(=O)OC(C)(C)C)O